4-(N-(3,5-dicyclopropylbenzyl)-2-(2,3,4,5-tetrafluoro-N-(2,4,6-trifluorobenzyl)phenylsulfonamido)acetamido)-3-ethoxybenzoic acid C1(CC1)C=1C=C(CN(C(CN(S(=O)(=O)C2=C(C(=C(C(=C2)F)F)F)F)CC2=C(C=C(C=C2F)F)F)=O)C2=C(C=C(C(=O)O)C=C2)OCC)C=C(C1)C1CC1